FC=1C(=NC=CC1C(=O)N1CCC(CC1)N1CC(C1)(N1N=CC(=C1)C=1C2=C(N=CN1)NC=C2)CC#N)C(F)(F)F 2-[1-[1-[3-fluoro-2-(trifluoromethyl)pyridine-4-carbonyl]piperidin-4-yl]-3-[4-(7H-pyrrolo[2,3-d]pyrimidin-4-yl)pyrazol-1-yl]azetidin-3-yl]acetonitrile